5-(1-ethylpiperidin-4-yl)-3-fluoro-N-[8-fluoro-2-methylimidazo[1,2-a]pyridin-6-yl]thiophene-2-carboxamide C(C)N1CCC(CC1)C1=CC(=C(S1)C(=O)NC=1C=C(C=2N(C1)C=C(N2)C)F)F